tert-butyl 4-((5'-(4-methoxybenzyl)-6'-oxo-5',6'-dihydrospiro[cyclohexane-1,4'-thieno[2,3-c]pyrrol]-2'-yl)amino)-5,6-dihydro-7H-pyrrolo[2,3-d]pyrimidine-7-carboxylate COC1=CC=C(CN2C(C3=C(C24CCCCC4)C=C(S3)NC=3C4=C(N=CN3)N(CC4)C(=O)OC(C)(C)C)=O)C=C1